1,3-dimethylquinoxaline-2(1H)-one hydrochloride Cl.CN1C(C(=NC2=CC=CC=C12)C)=O